(dl)-1-dodecyl-2,3-dimethyl-imidazole C(CCCCCCCCCCC)N1C(N(C=C1)C)C